CN(C1CN(CCC1)C=1C=NC(=NC1)N1C(C2=CC=C(C=C2C=N1)C1=C(C(=CC=C1)OC)C)=O)C 2-(5-(3-(Dimethylamino)piperidin-1-yl)pyrimidin-2-yl)-6-(3-methoxy-2-methylphenyl)phthalazin-1(2H)-one